C(C)(C)(C)OC(NC1CCN(CC1)C1=NC(=C2N=CN(C2=N1)C(C)C)NCC1=C(C=CC=C1)C1=CC=NN1C)=O tert-butyl(1-(9-isopropyl-6-((2-(1-methyl-1H-pyrazol-5-yl)benzyl)amino)-9H-purin-2-yl)piperidin-4-yl)carbamate